FC(CN1C(=NC2=C1C=C(C=C2F)C2=CNC=1N=C(N=C(C12)OC)NC1CCN(CC1)C(C)=O)C)F 1-(4-((5-(1-(2,2-difluoroethyl)-4-fluoro-2-methyl-1H-benzo[d]imidazol-6-yl)-4-methoxy-7H-pyrrolo[2,3-d]pyrimidin-2-yl)amino)piperidin-1-yl)ethan-1-one